8-Chloro-6-(7-chloro-2,8-difluoropyrido[4,3-d]pyrimidin-4-yl)-2-oxa-6-azabicyclo[5.1.0]octane ClC1C2N(CCCOC12)C=1C2=C(N=C(N1)F)C(=C(N=C2)Cl)F